C(C)N1C(=NC2=C1C=C(C(=C2)I)C#N)C 3-ethyl-6-iodo-2-methyl-1,3-benzodiazole-5-carbonitrile